ClC=1C=C(C=CC1F)NC(N(C=1C=NC(=NC1)OC)CC1=NNC(=C1CC(C)(C)O)C(F)F)=O 3-(3-chloro-4-fluorophenyl)-1-((5-(difluoromethyl)-4-(2-hydroxy-2-methylpropyl)-1H-pyrazol-3-yl)methyl)-1-(2-methoxypyrimidin-5-yl)urea